2-hydroxy-1-{4-[4-(2-hydroxy-2-methyl-propionyl)benzyl]phenyl}-2-methylpropane-1-one OC(C(=O)C1=CC=C(C=C1)CC1=CC=C(C=C1)C(C(C)(C)O)=O)(C)C